2-{5-cyclopropyl-7-[(1s,3s)-3-hydroxy-3-methylcyclobutyl]-7H-pyrrolo[2,3-c]pyridazin-3-yl}-3-methyl-5-(trifluoromethyl)phenol C1(CC1)C1=CN(C=2N=NC(=CC21)C2=C(C=C(C=C2C)C(F)(F)F)O)C2CC(C2)(C)O